Cl.Cl.C1(=CC=CC=C1)[C@H]1[C@@H](CNC1)C(=O)NC1=CC(=CC=C1)OC1=CC=NC=C1 |r| (±)-trans-4-phenyl-N-[3-(pyrid-4-yloxy)phenyl]pyrrolidine-3-carboxamide dihydrochloride